C(C)(C)N1N=CC(=C1)C=1C=C(C=C(C1)C=1C=NN(C1)C)[C@@H](C)NC(C1=C(C=CC(=C1)N1CCN(CC1)C)C)=O (R)-N-(1-(3-(1-isopropyl-1H-pyrazol-4-yl)-5-(1-methyl-1H-pyrazol-4-yl)phenyl)ethyl)-2-methyl-5-(4-methylpiperazin-1-yl)benzamide